5-(1-((3S,4S)-3-methoxytetrahydro-2H-pyran-4-yl)-1H-pyrrolo[2,3-b]pyridin-3-yl)-7-(methylamino)pyrazolo[1,5-a]pyrimidine-3-carboxamide CO[C@@H]1COCC[C@@H]1N1C=C(C=2C1=NC=CC2)C2=NC=1N(C(=C2)NC)N=CC1C(=O)N